1-(4-(1,1-DIFLUOROETHYL)PYRIDIN-2-YL)-N-(1-METHYL-1H-PYRAZOLO[4,3-C]PYRIDIN-7-YL)-1H-PYRAZOLE-4-SULFONAMIDE FC(C)(F)C1=CC(=NC=C1)N1N=CC(=C1)S(=O)(=O)NC=1C2=C(C=NC1)C=NN2C